ClC1=C2C(=NN(C1=O)C1=CC3=CN(N=C3C=C1)C)C(=C(N2CC2CC2)C)I 4-chloro-5-(cyclopropylmethyl)-7-iodo-6-methyl-2-(2-methyl-2H-indazol-5-yl)-2,5-dihydro-3H-pyrrolo[3,2-c]pyridazin-3-one